methyl 4-(2-((tert-Butoxycarbonyl) amino) pyridin-4-yl)-4-cyanopentanoate C(C)(C)(C)OC(=O)NC1=NC=CC(=C1)C(CCC(=O)OC)(C)C#N